Tert-Butyl cis-3-amino-2-(biphenyl-3-ylmethyl)piperidine-1-carboxylate N[C@@H]1[C@@H](N(CCC1)C(=O)OC(C)(C)C)CC=1C=C(C=CC1)C1=CC=CC=C1